1-[1-(4-chlorophenyl)cyclobutyl]-1,2-ethanediamine ClC1=CC=C(C=C1)C1(CCC1)C(CN)N